C(#C)C1=C2C(=CC(=CC2=CC=C1F)O)C1=C(C=2N=C(N=C(C2C=N1)N1C[C@@H](CCC1)COC)OC[C@]12CCCN2C[C@@H](C1)F)F 5-ethynyl-6-fluoro-4-(8-fluoro-2-{[(2R,7aS)-2-fluorotetrahydro-1H-pyrrolizin-7a(5H)-yl]methoxy}-4-[(3R)-3-(methoxymethyl)piperidin-1-yl]pyrido[4,3-d]pyrimidin-7-yl)naphthalen-2-ol